1,11-bis(4-aminophenoxy)undecane bromine [Br].NC1=CC=C(OCCCCCCCCCCCOC2=CC=C(C=C2)N)C=C1